BrC1=C2C(N(C(NC2=CC=C1)C=1C=NC=CC1)C)=O 5-bromo-3-methyl-2-(pyridin-3-yl)-2,3-dihydroquinazolin-4(1H)-one